N-isopropyl-2-(5-methoxy-1H-indol-3-yl)-N-(2-methoxybenzyl)acetamide Methyl-4-(3-fluoro-2-(1-fluoroethyl)phenyl)-2-methyl-5-oxo-1,4,5,7-tetrahydrofurano[3,4-b]pyridine-3-carboxylate COC(=O)C=1C(C2=C(NC1C)COC2=O)C2=C(C(=CC=C2)F)C(C)F.C(C)(C)N(C(CC2=CNC1=CC=C(C=C21)OC)=O)CC2=C(C=CC=C2)OC